2-((4-((1-methyl-1H-pyrazolo[3,4-d]pyrimidin-6-yl)amino)phenyl)sulfonyl)ethan-1-ol CN1N=CC=2C1=NC(=NC2)NC2=CC=C(C=C2)S(=O)(=O)CCO